dimethylsulfoformamide CC(=O)N(S(=O)(=O)O)C